2-((5-acrylamido-4-((2-(dimethylamino)ethyl)(methyl)amino)-2-methoxyphenyl)amino)-4-((2-(N-methylmethylsulfonamido)phenyl)amino)pyrimidine-5-carboxylate C(C=C)(=O)NC=1C(=CC(=C(C1)NC1=NC=C(C(=N1)NC1=C(C=CC=C1)N(S(=O)(=O)C)C)C(=O)[O-])OC)N(C)CCN(C)C